FC1(C(C(C1(F)F)(F)F)(C(F)(F)F)F)C(F)(F)F perfluoro(1,2-dimethylcyclobutane)